methyl-[2-[[(3Z)-2-oxo-3-(3-oxoindolin-2-ylidene)indoline-1-carbonyl]amino]ethyl]ammonium C[NH2+]CCNC(=O)N1C(\C(\C2=CC=CC=C12)=C\1/NC2=CC=CC=C2C1=O)=O